2-methyl-2-hydroxyproPiophenone CC(C(=O)C1=CC=CC=C1)(C)O